tris-(di-t-butylphenyl) phosphite P(OC1=C(C(=CC=C1)C(C)(C)C)C(C)(C)C)(OC1=C(C(=CC=C1)C(C)(C)C)C(C)(C)C)OC1=C(C(=CC=C1)C(C)(C)C)C(C)(C)C